4-(4-chloro-2-fluorophenyl)-2-((2R,4S,6R)-2-(1-cyclopropyl-1H-pyrazol-4-yl)-6-methyltetrahydro-2H-pyran-4-yl)-7-methylpyrido[2,3-d]pyrimidine ClC1=CC(=C(C=C1)C=1C2=C(N=C(N1)[C@@H]1C[C@@H](O[C@@H](C1)C)C=1C=NN(C1)C1CC1)N=C(C=C2)C)F